tert-butyl N-[2-[2-[2-[2-[2-[2-(2-aminoethoxy)ethoxy]ethoxy] ethoxy]ethoxy]ethoxy]ethyl]-N-methyl-carbamate NCCOCCOCCOCCOCCOCCOCCN(C(OC(C)(C)C)=O)C